Tert-butyl (R)-(3-hydroxy-3-phenylpropoxy)carbamate O[C@H](CCONC(OC(C)(C)C)=O)C1=CC=CC=C1